1,3-dichlorotetraphenyl-disiloxane Cl[Si](O[Si](Cl)(C1=CC=CC=C1)C1=CC=CC=C1)(C1=CC=CC=C1)C1=CC=CC=C1